CN1C(C2(CC1)CN(C=1N(C2)N=CC1)C1=CC=C(C=C1)C(F)(F)F)=O 1'-methyl-4-(4-(trifluoromethyl)phenyl)-4,5-dihydro-7H-spiro[pyrazolo[1,5-a]pyrimidin-6,3'-pyrrolidin]-2'-one